O[C@H]1C[C@H](CC[C@@H]1N[C@@H](C)C1=CC=CC=C1)NC(OC(C)(C)C)=O tert-butyl ((1S,3S,4s)-3-hydroxy-4-(((s)-1-phenylethyl)-amino)cyclohexyl)carbamate